C(C1=CC=CC=C1)(C1=CC=CC=C1)(C1=CC=CC=C1)C1NCCC1 2-(trityl)pyrrolidine